3-[3-[5-(4-bromophenyl)-1-[2-(trifluoromethyl)phenyl]pyrrol-2-yl]phenoxy]-N,N-dimethyl-propan-1-amine hydrochloride Cl.BrC1=CC=C(C=C1)C1=CC=C(N1C1=C(C=CC=C1)C(F)(F)F)C=1C=C(OCCCN(C)C)C=CC1